3-cyclopropyl-5-(methoxycarbonyl)benzoic acid C1(CC1)C=1C=C(C(=O)O)C=C(C1)C(=O)OC